2,4-bis(dimethylamino-methyl)phenol CN(C)CC1=C(C=CC(=C1)CN(C)C)O